tert-Butyl 7-(4-(trifluoromethyl)phenoxy)-3,4-dihydroisoquinoline-2(1H)-carboxylate FC(C1=CC=C(OC2=CC=C3CCN(CC3=C2)C(=O)OC(C)(C)C)C=C1)(F)F